1,3-didecenyltetramethyldisilazane C(=CCCCCCCCC)[Si](N[Si](C=CCCCCCCCC)(C)C)(C)C